Cl.ClCC=1N2C(SC1)=NCC2 3-(chloromethyl)-5,6-dihydroimidazo[2,1-b]Thiazole hydrochloride